FC1=C(C(=CC=C1)OC)N1N=C(C=2C1=CN=CC2)C(=O)NC2=CC=C(C=C2)N2CCOCC2 (2-fluoro-6-methoxyphenyl)-N-(4-morpholinylphenyl)-1H-pyrazolo[3,4-c]pyridine-3-carboxamide